1-(beta-hydroxyethyl)piperazine methyl-1-((2-methyl-5-nitrophenyl)sulfonyl)piperidine-4-carboxylate COC(=O)C1CCN(CC1)S(=O)(=O)C1=C(C=CC(=C1)[N+](=O)[O-])C.OCCN1CCNCC1